12-[(1-oxodecyl)oxy]octadecanoic acid O=C(CCCCCCCCC)OC(CCCCCCCCCCC(=O)O)CCCCCC